4-[2-(4-fluoro-N-(4-fluorophenyl)anilino)-2-oxo-ethyl]-1-(indoline-1-carbonyl)piperidine-4-carboxylic acid FC1=CC=C(N(C2=CC=C(C=C2)F)C(CC2(CCN(CC2)C(=O)N2CCC3=CC=CC=C23)C(=O)O)=O)C=C1